[C@@H]1([C@H](S)[C@H](O)[C@@H](CO)O1)N1C=NC=2C(N)=NC=NC12 2'-thioadenosine